C(OC(C)I)(OCCC)=O 1-Iodoethyl propyl carbonate